2-(7-(4-((tert-butyldimethylsilyl)oxy)butyl)-2,7-diazaspiro[4.4]nonan-2-yl)propane-1,3-diol [Si](C)(C)(C(C)(C)C)OCCCCN1CC2(CCN(C2)C(CO)CO)CC1